BrC1=C(C(=O)NC)C=CC(=C1)NC=1C=2N(C=CN1)C(=CN2)C2=CC=C(C=C2)OC(F)F 2-bromo-4-((3-(4-(di-fluoromethoxy)phenyl)imidazo[1,2-a]pyrazin-8-yl)amino)-N-methylbenzamide